CN1N=CC(=C1)C=1C=C2C(=NC1)N(C=N2)CC2=CC1=C(OC(CO1)C#N)C=C2 6-((6-(1-methyl-1H-pyrazol-4-yl)-3H-imidazo[4,5-b]pyridin-3-yl)methyl)-2,3-dihydrobenzo[b][1,4]dioxin-2-carbonitrile